FC1=C(C(=O)N([C@H]2CN(CCC2)C(=O)OC(C)(C)C)C2=NC=CC(=C2)\C=C\C=2C=NN(C2)C)C=CC(=C1)N1N=NC=2C1=NC=CC2 tert-butyl (3R)-3-[[2-fluoro-4-(triazolo[4,5-b]pyridin-3-yl)benzoyl]-[4-[(E)-2-(1-methylpyrazol-4-yl)vinyl]-2-pyridyl]amino]piperidine-1-carboxylate